FC=1C(=C(C=C(C1)[C@@H](COC)C)B(O)O)OC (S)-(3-fluoro-2-methoxy-5-(1-methoxypropan-2-yl)phenyl)boronic acid